tert-butyl 2-(7-cyano-2,2-dimethyl-5-nitro-2,3-dihydrobenzofuran-6-yl)-2,9-diazaspiro[5.5]undecane-9-carboxylate C(#N)C1=C(C(=CC=2CC(OC21)(C)C)[N+](=O)[O-])N2CC1(CCC2)CCN(CC1)C(=O)OC(C)(C)C